1,1'-ferrocenediyl-bis(diphenylphosphine) C1=CC=C(C=C1)P(C2=CC=CC=C2)C3=CC=C[CH]3.C1=CC=C(C=C1)P(C2=CC=CC=C2)C3=CC=C[CH]3.[Fe]